nonaazacyclotriacontane-22-carboxylic acid hydrochloride Cl.N1NNNNNNNNCCCCCCCCCCCCC(CCCCCCCC1)C(=O)O